FC1=CC=C(C=C1)C1=CC(=CC=C1F)C(C)(C)NC(=O)N1CCN2CCC1CC2 N-(2-(4',6-difluorobiphenyl-3-yl)propan-2-yl)-1,4-diazabicyclo[3.2.2]nonane-4-carboxamide